ClC=1C=CC(=C(C1)[C@H]1C[C@H](C1)NC(=O)C=1N=NN(C1)CC=1SC=2CN(CCC2N1)C(=O)OC(C)(C)C)C#N tert-Butyl 2-((4-(((cis)-3-(5-chloro-2-cyanophenyl)cyclobutyl)carbamoyl)-1H-1,2,3-triazol-1-yl)methyl)-6,7-dihydrothiazolo[5,4-c]pyridine-5(4H)-carboxylate